(S)-2-((4-(3-((4-(cyclopropylethynyl)-2-fluorobenzyl)oxy)phenyl)-3,6-dihydropyridin-1(2H)-yl)methyl)-1-(oxetan-2-ylmethyl)-1H-benzo[d]imidazole-6-carboxylic acid C1(CC1)C#CC1=CC(=C(COC=2C=C(C=CC2)C=2CCN(CC2)CC2=NC3=C(N2C[C@H]2OCC2)C=C(C=C3)C(=O)O)C=C1)F